C(CCCCC)(=O)OC[C@@H](OC(CCCCC)=O)COP(=O)(O)OCC[N+](C)(C)C 1,2-dihexanoyl-sn-Glycero-3-phosphorylcholine